C(C1=CC=CC=C1)SC=1N=C2N(N1)[C@@H](C[C@@H]2F)C2=CC=CC=C2 (5s,7s)-2-benzylsulfanyl-7-fluoro-5-phenyl-6,7-dihydro-5H-pyrrolo[1,2-b][1,2,4]triazole